C(C)(C)(C)N(C(O)=O)C1CCN(CC1)S(=O)(=O)C1=CC(=CC=C1)N1CC(C1)=O.S1C(=CC=C1)C1=CC=C(C=C1)C=1C=NC2=CC=CC=C2C1 3-(4-thienyl-phenyl)quinoline tert-butyl-(1-((3-(3-oxoazetidin-1-yl)phenyl)sulfonyl)piperidin-4-yl)carbamate